(Z)-7-((1R,2R,3R)-3-hydroxy-2-((S,E)-3-hydroxyoct-1-en-1-yl)-5-oxocyclopentyl)hept-5-enoic acid O[C@H]1[C@@H]([C@H](C(C1)=O)C\C=C/CCCC(=O)O)\C=C\[C@H](CCCCC)O